3-(4-{2-Butyl-1-[4-(4-chloro-phenoxy)-phenyl]-1H-imidazol-4-yl}-phenoxy)-propionic acid C(CCC)C=1N(C=C(N1)C1=CC=C(OCCC(=O)O)C=C1)C1=CC=C(C=C1)OC1=CC=C(C=C1)Cl